COC(=O)C=1SC=C(C1NC(C[N+]1(CCCCCC1)CC(=O)NC1=C(SC=C1C)C(=O)N1CCN(CC1)C)=O)C 1-(2-((2-(methoxycarbonyl)-4-methylthiophen-3-yl)amino)-2-oxoethyl)-1-(2-((4-methyl-2-(4-methylpiperazine-1-carbonyl)thiophen-3-yl)amino)-2-oxoethyl)azepan-1-ium